o-methoxyphenylthiophenic acid COC1=C(C=CC=C1)C1=C(SC=C1)C(=O)O